BrC1=C(C=CC(=C1)C=COC)OC(F)(F)F 2-bromo-4-(2-methoxyvinyl)-1-(trifluoromethoxy)benzene